piperidin-4-one HCl salt Cl.N1CCC(CC1)=O